(4-nitrophenyl) [4-(2-pyridyldisulfanyl)phenyl]methyl carbonate C(OC1=CC=C(C=C1)[N+](=O)[O-])(OCC1=CC=C(C=C1)SSC1=NC=CC=C1)=O